FC=1C(=C(C=CC1F)[C@H]1[C@H](O[C@]([C@H]1C)(C(F)(F)F)C)C(=O)NC1=C(C(=NC=C1)C(=O)N)C)OC 4-[[(2S,3S,4S,5R)-3-(3,4-difluoro-2-methoxy-phenyl)-4,5-dimethyl-5-(trifluoromethyl)tetrahydrofuran-2-carbonyl]amino]-3-methyl-pyridine-2-carboxamide